O1C2=C(N=CC(C1)NC(ONCC(OC)OC)=O)C=CC=C2 2,2-dimethoxyethylamino 2,3-dihydrobenzo[b][1,4]-oxazepin-3-ylcarbamate